BrC1=CC=C(C=C1)C1=NN(N=C1)C1OCCC1 4-(4-bromophenyl)-2-(tetrahydrofuran-2-yl)-2H-1,2,3-triazole